C(C(O)C)(=O)[O-].C(C(O)C)(=O)[O-].[NH4+].[NH4+] ammonium bislactate